cis-3-(2-chloro-4-fluorophenoxy)-3-methylcyclobutyl 6-oxo-7-oxa-2,5-diazaspiro[3.4]octane-2-carboxylate O=C1NC2(CN(C2)C(=O)OC2CC(C2)(C)OC2=C(C=C(C=C2)F)Cl)CO1